(S)-2-(6-Chloro-2-((R)-3,3,3-trifluoro-2-hydroxy-2-methylpropionyl)-1,2,3,4-tetrahydroisoquinoline-8-yl)pyrrolidine-1-carboxylate ClC=1C=C2CCN(CC2=C(C1)[C@H]1N(CCC1)C(=O)[O-])C([C@@](C(F)(F)F)(C)O)=O